OC=1C(=NC=C(C1C)OC1=CC=CC=C1)C(=O)NCC(=O)OCC ethyl 2-[(3-hydroxy-4-methyl-5-phenoxy-pyridine-2-carbonyl)amino]acetate